ClC=1C(=C(C=C2N=CC=NC12)C(=O)N)NC(=O)C=1N(N=C(C1)C(F)(F)F)C1=NC=CC=C1Cl 8-chloro-7-[[2-(3-chloro-2-pyridyl)-5-(trifluoromethyl)pyrazole-3-carbonyl]amino]quinoxaline-6-carboxamide